rel-(R)-6-(cyclopropanecarboxamido)-4-((2-(2,2-difluoroethyl)-4,5-dimethyl-4,5-dihydro-2H-[1,2,3]triazolo[4,5-c][1,7]naphthyridin-6-yl)amino)-N-(methyl-d3)pyridazine-3-carboxamide C1(CC1)C(=O)NC1=CC(=C(N=N1)C(=O)NC([2H])([2H])[2H])NC1=NC=CC=2C=3C([C@H](N(C12)C)C)=NN(N3)CC(F)F |o1:27|